C[S+](C)C.[OH-].[Na] sodium hydroxide, trimethylsulfonium salt